di-iron diphosphine P.P.[Fe].[Fe]